CN1CCN(CC1)CC=1C=C2CCN(CC2=CC1)C(=O)OC(C)(C)C tert-Butyl 6-((4-methylpiperazin-1-yl)methyl)-3,4-dihydroisoquinoline-2(1H)-carboxylate